FC1(CCC=2N(C1)N=C(C2)C2=NC=C(C=C2)F)CO (6-fluoro-2-(5-fluoropyridin-2-yl)-4,5,6,7-tetrahydropyrazolo[1,5-a]pyridin-6-yl)methanol